CN1C(COC2=C1C=C1C=NC=NC1=C2)=O 6-methyl-6H-[1,4]oxazino[3,2-g]quinazolin-7(8H)-one